C(C)NC1=C2C(=NC=3C=C(C(=CC13)OC)OCCCN1C[C@@H](CC1)OC)CCC2 N-ethyl-7-methoxy-6-{3-[(3R)-3-methoxypyrrolidin-1-yl]propoxy}-1H,2H,3H-cyclopenta[b]quinolin-9-amine